C1=C(C=CC2=CC=CC=C12)NC1=CC=C(C=C1)NC1=CC2=CC=CC=C2C=C1 N,N'-Bis(β-naphthyl)p-phenylendiamin